COC1=CC=C(CNC=2C(=C(N=NC2)C(=O)NC([2H])([2H])[2H])NC2=NC=CC=C2S(=O)(=O)C)C=C1 (4-methoxybenzyl)amino-N-(methyl-d3)-4-((3-(methylsulfonyl)pyridin-2-yl)amino)pyridazine-3-carboxamide